ClCCN1CCC12COC2 1-(2-chloroethyl)-6-oxa-1-azaspiro[3.3]heptane